BrCC1=C(C=C(C(=O)OC)C=C1)Cl methyl 4-(bromomethyl)-3-chloro-benzoate